4-Aminofluoro-5-methylbenzonitrile NC1=CC(=C(C#N)C=C1C)F